ClC1=CC=C(C=C1)C=1N=C2N(C=CC=C2)C1CN1[C@H]2CN([C@@H](C1)CC2)C(=O)C2=NC(=CC=C2)OC (+)-[(1R,4R)-5-{[2-(4-chlorophenyl)imidazo[1,2-a]pyridin-3-yl]methyl}-2,5-diazabicyclo[2.2.2]oct-2-yl](6-methoxypyridin-2-yl)methanone